NC1=NC2=CC=C(C=C2C(N1)=O)CCC1=CC=C(C(=O)N[C@H](C(=O)O)CCC#C)C=C1 (S)-2-(4-(2-(2-amino-4-oxo-3,4-dihydroquinazolin-6-yl)ethyl)benzamido)hex-5-ynoic acid